C(C)OC(CCNC(=O)C1=CC2=CN(N=C2C=C1)C(CCC)C1=CC=C(C=C1)C1=C(C=C(C=C1C)C)C)=O 3-(2-(1-(2',4',6'-trimethyl-[1,1'-biphenyl]-4-yl)butyl)-2H-indazole-5-carboxamido)propionic acid ethyl ester